N[C@@](C(=O)O)(CCCCCCC=C)C (2R)-2-amino-2-methyl-9-decenoic acid